(6-fluoro-3-hydroxy-2-tolyl){6-[3-methyl-1-(o-tolyl)-5-pyrazolyl]-2-aza-2-spiro[3.3]heptyl}methanone FC1=CC=C(C(=C1C)C(=O)N1CC2(C1)CC(C2)C2=CC(=NN2C2=C(C=CC=C2)C)C)O